OC1=C(C=C(C=C1)C)C(C)=O 1-(2-hydroxy-5-methylphenyl)ethanone